bromo-2,5,8,11-tetraoxatridecane BrCOCCOCCOCCOCC